C1(=CC=CC=C1)S(=O)(=O)[C@]12CCN([C@@H]2CCC2=C1C=CC(=C2)OCC2=C(C=CC=C2C(F)(F)F)F)C(=O)C2CCS(CC2)(=O)=O 4-[(3aR,9bR)-9b-(benzenesulfonyl)-7-{[2-fluoro-6-(trifluoromethyl)phenyl]methoxy}-1H,2H,3H,3aH,4H,5H,9bH-benzo[e]indole-3-carbonyl]-1λ6-thiane-1,1-dione